CC1CC(C1)(C1=NN=CN1C)C=1C=C(C=CC1)C1=CN=C2N(C1=O)C=C(C=C2C(F)(F)F)CN2C[C@H](CCC2)C 3-(3-((1R,3S)-3-methyl-1-(4-methyl-4H-1,2,4-triazol-3-yl)cyclobutyl)phenyl)-7-(((S)-3-methyl-piperidin-1-yl)methyl)-9-(trifluoromethyl)-4H-pyrido[1,2-a]pyrimidin-4-one